2-[1-(4-tert-butylphenyl)-1H-pyrazol-4-yl]-N-(1-ethylpiperidin-4-yl)-N-methyl-1,3-thiazole-4-carboxamide C(C)(C)(C)C1=CC=C(C=C1)N1N=CC(=C1)C=1SC=C(N1)C(=O)N(C)C1CCN(CC1)CC